OC1C=NC2=CC(=CC=C2C1=O)O 3,7-dihydroxyquinolin-4-one